CN1N=CC(=C1)S(=O)(=O)N1CCNCC1 4-((1-methyl-1H-pyrazol-4-yl)sulfonyl)piperazine